OCCCCNC1=NC(=NC(=N1)NCCCN(CCC(=O)OCCCCCCCCCCCCCCCC)CCC(=O)OCCCCCCCCCCCCCCCC)NCCCN(CCC(=O)OCCCCCCCCCCCCCCCC)CCC(=O)OCCCCCCCCCCCCCCCC tetrahexadecyl 3,3',3'',3'''-((((6-((4-hydroxybutyl)amino)-1,3,5-triazine-2,4-diyl)bis(azanediyl))bis(propane-3,1-diyl))bis(azanetriyl))tetrapropionate